O-methyl cyclohexanethiocarboxylate C1(CCCCC1)C(OC)=S